rac-5-[4-amino-2-(N-(2-amino-1-methyl-2-oxoethyl)-4-fluoro-anilino)thiazole-5-carbonyl]-N-(2-pyridyl)isoxazole-3-carboxamide NC=1N=C(SC1C(=O)C1=CC(=NO1)C(=O)NC1=NC=CC=C1)N(C1=CC=C(C=C1)F)[C@@H](C(=O)N)C |r|